OC1=C(C(=O)C2=CC=C(C(=O)N[C@H]3[C@@H](CNC3)NC(C3=CC=NC=C3)=O)C=C2)C=C(C=C1)C(F)(F)F N-((3R,4R)-4-(4-(2-hydroxy-5-(trifluoromethyl)benzoyl)benzamido)pyrrolidin-3-yl)isonicotinamide